C1CCC2=C(C=3CCCC3C=C12)NC(=O)NS(=O)(=O)\C=C\[C@@H]1N(CCC1)CCC (R,E)-N-((1,2,3,5,6,7-Hexahydro-s-indacen-4-yl)carbamoyl)-2-(1-propylpyrrolidin-2-yl)ethen-1-sulfonamid